3-(1-oxo-5-(4-((propylamino)methyl)pyridin-2-yl)isoindolin-2-yl)piperidine-2,6-dione O=C1N(CC2=CC(=CC=C12)C1=NC=CC(=C1)CNCCC)C1C(NC(CC1)=O)=O